monooctyl sulfosuccinate disodium salt [Na+].[Na+].S(=O)(=O)(O)C(C(=O)OCCCCCCCC)CC(=O)[O-]